N1(CCOCC1)CCOC1=NC=CC=C1 [2-(morpholin-4-yl)ethoxy]pyridin